IC1=NC(=NC(=C1)C1=NN(C=C1CC1=C(C=CC=C1)OCCN1CCOCC1)C)N 4-iodo-6-[1-methyl-4-[[2-(2-morpholinoethoxy)phenyl]methyl]pyrazol-3-yl]pyrimidin-2-amine